FC1=C2C(=CN=C1C1CCN(CC1)C1CCOCC1)NC(=C2C(C)C)C=2C=C(C=1N(C2)N=CN1)OC 6-(4-fluoro-3-isopropyl-5-(1-(tetrahydro-2H-pyran-4-yl)piperidin-4-yl)-1H-pyrrolo[2,3-c]pyridin-2-yl)-8-methoxy-[1,2,4]triazolo[1,5-a]pyridine